BrC=1C(=NN(C1C)C1CC2(CN(C2)C(=O)OC(C)(C)C)C1)C=1C(=NC=CC1)C tert-butyl 6-(4-bromo-5-methyl-3-(2-methylpyridin-3-yl)-1H-pyrazol-1-yl)-2-azaspiro[3.3]Heptane-2-carboxylate